6-chloro-1-(2-methoxyethyl)-1,3-dihydro-2H-imidazo[4,5-c]Pyridin-2-one ClC1=CC2=C(C=N1)NC(N2CCOC)=O